C(CCC)N1S(C2=C(C1=O)C=CC=C2)=O N-butyl-1,2-benzisothiazolin-3-one-1-oxide